BrC1=C(N=C2N(C1=O)C=CS2)N[C@H]2CN(C[C@H](C2)C2=CC=C(C=C2)OCCOCCO)C 6-bromo-7-[[(3R,5R)-5-[4-[2-(2-hydroxyethoxy)ethoxy]phenyl]-1-methyl-3-piperidyl]amino]thiazolo[3,2-a]pyrimidin-5-one